C(CC)SC=1NC(C2=C(N1)NC(CC2C2CCCCC2)=O)=O 2-propylmercapto-5-cyclohexyl-5,8-dihydropyrido[2,3-d]pyrimidin-4,7(3H,6H)-dione